ClCC(=O)NC=1C=C(C=NC1C)NC(OC(C)(C)C)=O tert-butyl (5-(2-chloroacetamido)-6-methylpyridin-3-yl)carbamate